1,4-di-oxetane O1CCO1